C(C)(C)(C)OC(=O)N[C@@H]1C[C@@H](C[C@H]1OCOC)C(=O)OC methyl (1S,3R,4R)-3-[(tert-butoxycarbonyl)amino]-4-(methoxymethoxy)cyclopentane-1-carboxylate